COC(=O)C=1C=C2C=CC(=NC2=CC1)OC1=CC(=CC(=C1)N1N=CC=C1)OC (3-methoxy-5-(1H-pyrazol-1-yl)phenoxy)quinoline-6-carboxylic acid methyl ester